[Cl-].[Cl-].[Cl-].C(CCC)[Zr+2]C1C=CC=C1 butylcyclopentadienyl-zirconium(IV) trichloride